CC=1C(=C2C=NN(C2=CC1C)C1OCCCC1)B1OC(C(O1)(C)C)(C)C 5,6-dimethyl-1-tetrahydropyran-2-yl-4-(4,4,5,5-tetramethyl-1,3,2-dioxaborolan-2-yl)indazole